rac-(1R,2S,4S)-1-(3-bromo-4-fluorobenzyl)-2-methyl-4-(methylsulfonamido)cyclopentane-1-carboxamide BrC=1C=C(C[C@@]2([C@H](C[C@@H](C2)NS(=O)(=O)C)C)C(=O)N)C=CC1F |r|